C1(CC1)COC1=C(C=C(C(=C1)F)F)C=1C=CC(=C2C=CC=NC12)C[C@@H](C(=O)OC)NC(C1=C(C=CC=C1F)F)=O methyl (S)-3-(8-(2-(cyclopropylmethoxy)-4,5-difluorophenyl)quinolin-5-yl)-2-(2,6-difluorobenzamido)propanoate